[N+](=O)([O-])C=1C2=C(C=3C(=NSN3)C1)C=CC=C2[N+](=O)[O-] 5,6-dinitrobenzo[2,1,3]benzothiadiazole